3-(cyclohexylamino)-propylamine C1(CCCCC1)NCCCN